γ-glutamic acid C(CC(=O)[O-])[C@@H](C(=O)O)N